C(CCCO)O 1,4-butyleneglycol